N-(adamantan-1-yl)-2-((5-fluoro-6-isopropoxy-2-oxo-1,2-dihydropyrimidin-4-yl)oxy)acetamide C12(CC3CC(CC(C1)C3)C2)NC(COC2=NC(NC(=C2F)OC(C)C)=O)=O